bisbenzimidazolylideneiridium N=1C(N=C2C1C=CC=C2)=[Ir]=C2N=C1C(=N2)C=CC=C1